C1(CCCC1)N1C(C=2N(C=3C=CC=CC3C2C=C)C(=C1)C(=O)NC[C@H]1N(CCC1)C(C)C)=O (S)-2-cyclopentyl-N-((1-isopropylpyrrolidin-2-yl)methyl)-1-oxo-10-vinyl-1,2-dihydropyrazino[1,2-a]indole-4-carboxamide